[Al].[In] indium-aluminum